C(C)(C)O[Si](OC(CC)=O)(OC(CC)=O)OC(C)C di-isopropoxy-dipropionoxysilane